6-chloro-3-(4-chloro-3-fluorophenyl)-1H-pyrrolo[2,3-b]pyridine ClC1=CC=C2C(=N1)NC=C2C2=CC(=C(C=C2)Cl)F